[(E)-[amino-[3-[2-(1,3-benzothiazol-2-yl)-2-[[3-[(5-isopropyl-1H-pyrazole-3-carbonyl)amino]phenyl]sulfonylamino]ethyl]phenyl]methylene]amino] acetate C(C)(=O)O/N=C(\C1=CC(=CC=C1)CC(NS(=O)(=O)C1=CC(=CC=C1)NC(=O)C1=NNC(=C1)C(C)C)C=1SC2=C(N1)C=CC=C2)/N